(R)-N-tert-butoxycarbonyl-3,3-difluoro-4-hydroxypiperidine C(C)(C)(C)OC(=O)N1CC([C@@H](CC1)O)(F)F